BrC1=NN2C(C=CC(=C2OCC(F)(F)F)C=2C=NN(C2)C(C)OCC)=N1 2-Bromo-6-(1-(1-ethoxyethyl)-1H-pyrazol-4-yl)-5-(2,2,2-trifluoroethoxy)-[1,2,4]triazolo[1,5-a]pyridine